C(C)OC1=C(C=CC(=C1)OCC)C1=NC(=CC(=C1)C1=CC=C(C=C1)N(C1=CC=C(C=C1)OC)C1=CC=C(C=C1)OC)C1=C(C=C(C=C1)OCC)OCC 2,6-bis(2,4-diethyloxyphenyl)-4-[4-bis(4-methyloxyphenyl)aminophenyl]pyridine